O=C1NC(CCC1N1C(N(C2=C1C=CC(=C2)C2CCN(CC2)CC(=O)C2CCN(CC2)C(=O)OC(C)(C)C)C)=O)=O tert-butyl 4-[2-[4-[1-(2,6-dioxo-3-piperidyl)-3-methyl-2-oxo-benzimidazol-5-yl]-1-piperidyl]acetyl]piperidine-1-carboxylate